OC1=CC=CC=2OC3=C(C=CC=C3C(C12)=O)OC 1-hydroxy-5-methoxy-9-oxo-9H-xanthene